(S)-N-(5-(2-amino-[1,2,4]triazolo[1,5-a]pyridin-7-yl)-2-ethylphenyl)-3-phenylisoxazolidine-2-carboxamide NC1=NN2C(C=C(C=C2)C=2C=CC(=C(C2)NC(=O)N2OCC[C@H]2C2=CC=CC=C2)CC)=N1